N-((2-((6-(pyridin-4-yl)-benzo[d]thiazol-2-yl)-amino)pyridin-4-yl)-methyl)methanesulfonamide N1=CC=C(C=C1)C1=CC2=C(N=C(S2)NC2=NC=CC(=C2)CNS(=O)(=O)C)C=C1